3-(chloromethyl)-1,2-diazine ClCC=1N=NC=CC1